tert-butyl 7-(1-((tert-butylsulfinyl)amino)-2,2,2-trifluoroethyl)-2-azaspiro[3.5]nonane-2-carboxylate C(C)(C)(C)S(=O)NC(C(F)(F)F)C1CCC2(CN(C2)C(=O)OC(C)(C)C)CC1